ClC1=C(C=O)C(=CC(=C1)O[Si](C(C)C)(C(C)C)C(C)C)Cl 2,6-dichloro-4-triisopropylsilyloxy-benzaldehyde